pyrimidin-2(1H)-one HCl salt Cl.N1C(N=CC=C1)=O